5-hydroxy-2-(3-morpholino-3-oxopropyl)benzo[d]Oxazole-4-carbaldehyde OC1=CC=C2C(N=C(O2)CCC(=O)N2CCOCC2)=C1C=O